3-Amino-2-((2-hydroxyethyl)oxy)-pyrazolo[1,5-a]pyridin NC=1C(=NN2C1C=CC=C2)OCCO